(R)-1-(4-chlorobenzyl)-3-(4-(1-(4-methyl-2-oxopiperazin-1-yl)ethyl)phenyl)urea ClC1=CC=C(CNC(=O)NC2=CC=C(C=C2)[C@@H](C)N2C(CN(CC2)C)=O)C=C1